C1(=CC=CC=2OC3=C(C21)C=CC=C3)C=3C(=C(C=CC3)C3=CC=CC=C3)C3=NN=NC(=C3C3=C(C=CC=C3)C3=CC=CC=C3)C3=C(C=CC=C3)C3=CC=CC=C3 dibenzofuranyl-[bis(biphenylyl)triazineyl]biphenyl